C1=CN=CC=2C3=CN=CC=C3NC12 3,6-diazacarbazol